O[C@]1([C@@H](CCC1)NC1=NC(=NC=C1C(=O)OCC)SC)C ethyl 4-((1R,2R)-2-hydroxy-2-methylcyclopentylamino)-2-(methylthio)pyrimidine-5-carboxylate